2-(2-((4-fluorobenzyl)thio)-4H-imidazo[4,5-b]pyridin-4-yl)-N-(2-fluorophenyl)butanamide FC1=CC=C(CSC2=NC=3C(N(C=CC3)C(C(=O)NC3=C(C=CC=C3)F)CC)=N2)C=C1